CNCCC1=CN=NN1 N-Methyl-2-(1H-triazol-5-yl)ethanamine